C(C)(C)(C)OC(C1=CC(=C(C=C1)NC([C@H](C1=CC=CC=C1)N)=O)F)=O (S)-4-(2-amino-2-phenylacetamido)-3-fluorobenzoic acid tert-butyl ester